CC1=NN(C2=CC=C(C=C12)C1=C2CNC(C2=CC=C1)=O)C(=O)OC(C)(C)C tert-butyl 3-methyl-5-(1-oxo-2,3-dihydro-1H-isoindol-4-yl)-1H-indazole-1-carboxylate